C(CCCCCCC\C=C/CCCCCCCC)(=O)OCC(COC(CCCCCCC\C=C/CCCCCCCC)=O)NCCC(=O)O 3-((1,3-bis(oleoyloxy)propan-2-yl)amino)propanoic acid